ClC=1C(=NN(C1C)C=1C=C(C(=O)NC2=CC=CC=3OC(OC32)(F)F)C=CC1)C 3-(4-chloro-3,5-dimethyl-pyrazol-1-yl)-N-(2,2-difluoro-1,3-benzodioxol-4-yl)benzamide